{1-[1-Cyclopropyl-3-(2-cyclopropyl-benzylamino)-1H-pyrazol-4-yl]-ethyl}-(2'-methoxy-4'-methyl-3,4,5,6-tetrahydro-2H-[1,3']bipyridinyl-4-yl)-amine C1(CC1)N1N=C(C(=C1)C(C)NC1CCN(CC1)C=1C(=NC=CC1C)OC)NCC1=C(C=CC=C1)C1CC1